3-butylnonan-1-ol C(CCC)C(CCO)CCCCCC